3-(4-(4-(2-(2-Aminopyridin-3-yl)-5-phenyl-3H-imidazo[4,5-b]pyridin-3-yl)benzyl)piperazin-1-yl)-2-hydroxybenzaldehyde NC1=NC=CC=C1C1=NC=2C(=NC(=CC2)C2=CC=CC=C2)N1C1=CC=C(CN2CCN(CC2)C=2C(=C(C=O)C=CC2)O)C=C1